4-(4-(6-(((1R,3s,5S)-1,5-dimethyl-8-azabicyclo[3.2.1]octan-3-yl)(methyl)amino)pyridazin-3-yl)-3-hydroxyphenyl)pyridin C[C@]12CC(C[C@](CC1)(N2)C)N(C2=CC=C(N=N2)C2=C(C=C(C=C2)C2=CC=NC=C2)O)C